(4S)-1-[2-(difluoromethylsulfanyl)ethyl]-5,5-difluoro-3-(trifluoromethyl)-6,7-dihydro-4H-indazol-4-ol FC(F)SCCN1N=C(C=2[C@@H](C(CCC12)(F)F)O)C(F)(F)F